CC1=NN(C(=C1)C)C(C=C)=O 1-(3,5-dimethyl-1H-pyrazol-1-yl)prop-2-en-1-one